C(C1C(C(C(C(O1)O)(N)O)O)O)O 2-aminohexose